1-[2-(difluoromethyl)pyrimidin-5-yl]ethanone FC(C1=NC=C(C=N1)C(C)=O)F